N4,N4'-bis(naphthalen-1-yl)biphenyl-4,4'-diamine C1(=CC=CC2=CC=CC=C12)NC1=CC=C(C=C1)C1=CC=C(C=C1)NC1=CC=CC2=CC=CC=C12